ethyl 3-[4-[2-[5-[(6,7-difluoro-4-methylsulfanyl-1H-indol-5-yl)oxy]-2-fluoro-phenyl]oxazol-4-yl]-4-methyl-chroman-8-yl]propanoate FC1=C(C(=C2C=CNC2=C1F)SC)OC=1C=CC(=C(C1)C=1OC=C(N1)C1(CCOC2=C(C=CC=C12)CCC(=O)OCC)C)F